C1(CCCCC1)CN(CC(=O)OCC)[C@@H]1CN(CCC1)C(=O)[C@@H]1CN(CC12CN(C2)C(=O)[C@@H]2C(C2)(C)C)C(=O)C2=CN=CS2 ethyl N-(cyclohexylmethyl)-N-((S)-1-((S)-2-((S)-2,2-dimethylcyclopropane-1-carbonyl)-6-(thiazole-5-carbonyl)-2,6-diazaspiro[3.4]octane-8-carbonyl)piperidin-3-yl)glycinate